FC1=C(C(=O)NC2=C(C=CC(=C2)OCCN2CCOCC2)F)C=CC=C1C=1OC(=NN1)C=1OC=CC1 2-Fluoro-N-(2-fluoro-5-(2-morpholinoethoxy)phenyl)-3-(5-(furan-2-yl)-1,3,4-oxadiazol-2-yl)benzamide